tert-Butyl N-[6-(benzyloxy)-6,19-bis(trifluoromethyl)-23-oxa-3,4,22-triazatetracyclo[16.3.1.12,5.012,17]tricosa-1(22),2,4,9,12,14,16,18,20-nonaen-21-yl]carbamate C(C1=CC=CC=C1)OC1(C2=NN=C(C=3C(=CC(=C(C4=CC=CC=C4CC=CCC1)N3)C(F)(F)F)NC(OC(C)(C)C)=O)O2)C(F)(F)F